C(C=C)C1=C(OC2=NC(=NC(=N2)OC2=C(C=CC=C2)CC=C)OC2=C(C=CC=C2)CC=C)C=CC=C1 2,4,6-tris(2-allylphenoxy)-1,3,5-triazine